FC1=CC=CC2=C1C(N=C(S2)N2CCC1(CC(=NC1=O)C1=CC=CC=C1)CC2)=O 5-fluoro-2-(3-phenyl-1-oxo-2,8-diazaspiro[4.5]dec-2-en-8-yl)-4H-benzo[e][1,3]thiazin-4-one